methyl 4-[1-(benzenesulfonyl)-5-(3,4-difluorophenyl)-6-tetrahydropyran-4-yl-pyrrolo[2,3-f]indazol-7-yl]benzoate C1(=CC=CC=C1)S(=O)(=O)N1N=CC2=CC3=C(C=C12)C(=C(N3C3=CC(=C(C=C3)F)F)C3CCOCC3)C3=CC=C(C(=O)OC)C=C3